N1CC(C1)N1CC2(C1)CCN(CC2)C2=C(C=C(C(=C2)OC)[N+](=O)[O-])C 2-(azetidin-3-yl)-7-(5-methoxy-2-methyl-4-nitrophenyl)-2,7-diazaspiro[3.5]nonane